C(C)(C)(C)OC(=O)N1CCC2=C(C=CC=C12)NN=C(C1=CC=CC=C1)C1=CC=CC=C1 4-(2-(diphenylmethylene)hydrazino)-indoline-1-carboxylic acid tert-butyl ester